C(C)(C)(C)OC(N(CC(CC)=O)C1=C(C=C(C=C1[N+](=O)[O-])C)Br)=O (2-bromo-4-methyl-6-nitrophenyl)(2-oxobutyl)carbamic acid tert-butyl ester